pyrimidin-4-yl(2-(5-(trifluoromethyl)-1,2,4-oxadiazol-3-yl)-4,7-dihydrothieno[2,3-c]pyridin-6(5H)-yl)methanone N1=CN=C(C=C1)C(=O)N1CC2=C(CC1)C=C(S2)C2=NOC(=N2)C(F)(F)F